6-((5-((S)-2-(3-cyclopropoxy-4-(difluoromethoxy)phenyl)-2-(6-(2-hydroxypropan-2-yl)pyridin-3-yl)ethyl)pyridin-2-yl)oxy)-5-(2-iodoacetoxy)tetrahydro-2H-pyran-3,4-diyl diacetate C(C)(=O)OC1COC(C(C1OC(C)=O)OC(CI)=O)OC1=NC=C(C=C1)C[C@H](C=1C=NC(=CC1)C(C)(C)O)C1=CC(=C(C=C1)OC(F)F)OC1CC1